C(C)O[Si](CCCN1N=NN=C1)(OCC)OCC 1-[3-(triethoxysilyl)propyl]-1H-tetrazol